C(C)(=O)SCCNC(CCNC([C@@H](C(COP(OP(OC[C@@H]1[C@H]([C@H]([C@@H](O1)N1C=NC=2C(N)=NC=NC12)O)OP(=O)(O)O)(=O)O)(=O)O)(C)C)O)=O)=O monoacetyl-coenzyme A